(S)-1-isopropyl-N'-((3-methyl-1,2,3,5,6,7-hexahydrodicyclopenta[b,e]pyridin-8-yl)carbamoyl)-1H-imidazole-4-sulfonimidamide C(C)(C)N1C=NC(=C1)[S@](=O)(N)=NC(NC1=C2C(=NC3=C1CCC3)C(CC2)C)=O